(3S,4R)-3-methyl-7-tert-butyldiphenylsiloxy-1,4-heptanediol C[C@@H](CCO)[C@@H](CCCO[Si](C1=CC=CC=C1)(C1=CC=CC=C1)C(C)(C)C)O